6-(2,3-difluoro-4-hydroxy-phenyl)-8-isopropyl-2-methylsulfanyl-pyrido[2,3-d]pyrimidin-7-one FC1=C(C=CC(=C1F)O)C1=CC2=C(N=C(N=C2)SC)N(C1=O)C(C)C